FC12CCC(C1)(C2)F difluoro-bicyclo[2.1.1]hexane